C[Si]1(O[Si](O[Si](O[Si](O1)(F)C)(F)C)(F)C)F 2,4,6,8-tetramethyl-2,4,6,8-tetrafluorocyclotetrasiloxane